OC1(CCC(CC1)=O)C(F)(F)F 4-hydroxy-4-(trifluoromethyl)cyclohexane-1-one